4-((1-((2-cyano-4-methylphenyl)sulfonyl)-3-(hydroxymethyl)azetidin-3-yl)methoxy)-2-fluorobenzonitrile C(#N)C1=C(C=CC(=C1)C)S(=O)(=O)N1CC(C1)(CO)COC1=CC(=C(C#N)C=C1)F